C(C)N1N=CC(=C1)C1=NC=2N3C(N(C(C2N1)=O)CCC)=NC(=C3)C 2-(1-ethylpyrazol-4-yl)-7-methyl-5-propyl-3H-imidazo[2,1-b]purin-4-one